BrC=1C(=CC(=C(C=O)C1)Cl)F 5-bromo-2-chloro-4-fluoro-benzaldehyde